N1=CC=CC=2C3(CCC(C12)NC(=O)[C@H]1CCN(C2(CC2)C1)C(=O)C1=NNC(=C1)C1=CC(=NC=C1F)OC)COC3 (7S)-N-(7',8'-dihydro-6'H-spiro[oxetan-3,5'-quinoline]-8'-yl)-4-(5-(5-fluoro-2-methoxypyridin-4-yl)-1H-pyrazole-3-carbonyl)-4-azaspiro[2.5]octane-7-carboxamide